C(C)(=O)C1=C(C2=C(N=C(N=C2)NC2=CC=C(C=N2)N2CCC(CC2)N2CCN(CC2)C2=CC(=C(C=C2)C2C(NC(CC2)=O)=O)F)N(C1=O)C1CCCC1)C 3-(4-(4-(1-(6-((6-acetyl-8-cyclopentyl-5-methyl-7-oxo-7,8-dihydropyrido[2,3-d]-pyrimidin-2-yl)amino)pyridin-3-yl)piperidin-4-yl)piperazin-1-yl)-2-fluoro-phenyl)piperidine-2,6-dione